ethyl 3-(6-Methylpyridin-2-yl)-3-((2-oxopyrrolidin-1-yl)imino)propanate CC1=CC=CC(=N1)C(CC(=O)OCC)=NN1C(CCC1)=O